6-bromo-4-methyl-nicotinaldehyde BrC1=NC=C(C=O)C(=C1)C